BrC1(C(C2C=CC1C2)(Br)Br)Br tetrabromonorbornene